ClC1=C(C(=O)C2=CNC3=NC=CC(=C32)NC3CC(CC3)S(=O)(=O)N)C=CC(=C1)OC1=CC=CC=C1 3-((3-(2-Chloro-4-phenoxybenzoyl)-1H-pyrrolo[2,3-b]pyridin-4-yl)amino)cyclopentane-1-Sulfonamide